glutamyl-acetylcysteine N[C@@H](CCC(=O)O)C(=O)N([C@@H](CS)C(=O)O)C(C)=O